C(C)(C)SC1=C(C=C(C=C1)NC(C)=O)[N+](=O)[O-] N-(4-(isopropylthio)-3-nitrophenyl)acetamide